2-chloro-N-((3-ethylphenyl)carbamoyl)acetamide ClCC(=O)NC(NC1=CC(=CC=C1)CC)=O